BrC1=CC=CC2=C1N(C1=CC=CC=C1C21C2=CC=CC=C2SC=2C=CC=CC12)C1=CC=CC=C1 4-bromo-10-phenyl-10H-spiro[acridine-9,9'-thioxanthene]